bromomethyl-3-fluoro-[1,1'-binaphthyl]-2-ylacetate BrCOC(CC1=C(C2=CC=CC=C2C=C1F)C1=CC=CC2=CC=CC=C12)=O